C(CC#CC)OC1=CC=C(C=C1)[C@@H](CC(=O)O)C#CC (3R)-3-[4-(pent-3-yn-1-yloxy)phenyl]hex-4-ynoic acid